tert-butyl-((methylsulfonyl) oxy) azepane-1-carboxylate N1(CCCCCC1)C(=O)OOS(=O)(=O)CC(C)(C)C